N1(CCCCCC1)CC1=CN=C(S1)CSC1=C2C(N(C(=NC2=CC=C1)C)C1C(NC(CC1)=O)=O)=O 3-(5-(((5-(azepan-1-ylmethyl)thiazol-2-yl)methyl)thio)-2-methyl-4-oxoquinazolin-3(4H)-yl)piperidine-2,6-dione